FC(C1=CC2=C(N=C(S2)CC(C)O)C=C1)(F)F (6-trifluoromethylbenzothiazol-2-yl)propan-2-ol